COCCCCOC=1C=CC2=C(OC3=C2C(C2=CC=C(C=C2C3(C)C)OC[C@H]([C@@H](CO)O)O)=O)C1 3-(4-Methoxy-butoxy)-6,6-dimethyl-8-((2R,3R)-2,3,4-trihydroxy-butoxy)-6H-benzo[b]naphtho[2,3-d]furan-11-one